4-(3,6-dihydro-2H-pyran-4-yl)benzenesulfonyl chloride O1CCC(=CC1)C1=CC=C(C=C1)S(=O)(=O)Cl